NC1(CC1)CNC1=NC(=C2C(=N1)N(N=C2)C)NC=2C=NC=CC2 6-N-[(1-aminocyclopropyl)methyl]-1-methyl-4-N-pyridin-3-ylpyrazolo[3,4-d]pyrimidine-4,6-diamine